F[B-](F)(F)F.N1=NN(C2=NC=CC=C21)OC(N(C)C)=[N+](C)C 2-(3H-[1,2,3]triazolo[4,5-b]pyridin-3-yl)-1,1,3,3-tetramethylisouronium tetrafluoro-borate